COC=1C=C2N=CC(N(C2=CC1)C)=O 6-methoxy-1-methylquinoxaline-2(1H)-one